C(C)(C)(C)OC(=O)N1CC2=C(C(=C(C=C2CC1)F)B1OC(C(O1)(C)C)(C)C)C.C(C)(C)(C)C=1C=C(CCC(=O)NNC(CCC2=CC(=C(C(=C2)C(C)(C)C)O)C(C)(C)C)=O)C=C(C1O)C(C)(C)C N,N'-bis(3,5-di-tert-butyl-4-hydroxyhydrocinnamoyl)hydrazine tert-Butyl-6-fluoro-8-methyl-7-(4,4,5,5-tetramethyl-1,3,2-dioxaborolan-2-yl)-3,4-dihydroisoquinoline-2(1H)-carboxylate